CN1N=C(C=C1C)NC1=NC=C(C(=N1)C1=CNC2=C(C=CC=C12)NC(CN1C[C@H](CC1)OC1=NC=NC(=C1)NCCCO)=O)C (S)-N-(3-(2-((1,5-dimethyl-1H-pyrazol-3-yl)amino)-5-methylpyrimidin-4-yl)-1H-indol-7-yl)-2-(3-((6-((3-hydroxypropyl)amino)pyrimidin-4-yl)oxy)pyrrolidin-1-yl)acetamide